N-(4-(1-(2-cyanoisonicotinoyl)-3-methyl-1,2,3,6-tetrahydropyridin-4-yl)-1H-pyrrolo[2,3-b]pyridin-6-yl)cyclopropylcarboxamide C(#N)C=1C=C(C(=O)N2CC(C(=CC2)C2=C3C(=NC(=C2)NC(=O)C2CC2)NC=C3)C)C=CN1